FCCN1CC=2C=NC=CC2C1=O 2-(2-fluoroethyl)-2,3-dihydro-1H-pyrrolo[3,4-c]pyridin-1-one